C1(=CC=CC=C1)P(CCP(C1=CC=CC=C1)CCP(C1=CC=CC=C1)C1=CC=CC=C1)C1=CC=CC=C1 bis-(2-diphenylphosphinoethyl)phenylphosphorus